N1(C=NC=C1)C1=CC(=NC=C1)C(=O)NC1CC2CCCC2CC1 4-(1H-imidazol-1-yl)-N-(octahydro-1H-inden-5-yl)picolinamide